NC1CCC(CC1)NC(=O)C1=CNC2=CC=C(C=C12)C=1C(=NC=CC1)F N-((1r,4r)-4-Aminocyclohexyl)-5-(2-fluoropyridin-3-yl)-1H-indole-3-carboxamide